O1CCC(=CC1)C1=CNC=2N=CN=C(C21)OCC2=NC=CC(=C2)N2C[C@H](N[C@H](C2)C)C 5-(3,6-Dihydro-2H-pyran-4-yl)-4-((4-((3R,5S)-3,5-dimethylpiperazin-1-yl)pyridin-2-yl)methoxy)-7H-pyrrolo[2,3-d]pyrimidine